C1(=CC=CC=C1)S(=O)(=O)N1CCC(CC1)CN([C@@H]1CC2=C(N=C(S2)N)CC1)CCC (S)-N6-((1-(benzenesulfonyl)piperidin-4-yl)methyl)-N6-propyl-4,5,6,7-tetrahydrobenzo[d]thiazole-2,6-diamine